ClC=1C=C(C=CC1F)C=1N=CN(C1C=1C=CC=2N(C1)C=CN2)CCC(F)(F)F 6-(4-(3-chloro-4-fluoro-phenyl)-1-(3,3,3-trifluoro-propyl)-1H-imidazol-5-yl)imidazo[1,2-a]pyridine